(2S)-2-cyclopropyl-2-[9H-fluoren-9-ylmethoxycarbonylamino]acetic acid C1(CC1)[C@@H](C(=O)O)NC(=O)OCC1C2=CC=CC=C2C=2C=CC=CC12